2-(((2,5-Dioxopyrrolidin-1-yl)oxy)carbonyl)-2-undecyltridecanoic acid O=C1N(C(CC1)=O)OC(=O)C(C(=O)O)(CCCCCCCCCCC)CCCCCCCCCCC